C(C1=CC=CC=C1)OC(=O)N[C@@H](C(=O)OCC1=CC=CC=C1)CNC(=O)C1=CC2=NC=CC(=C2S1)OC(C)C (R)-benzyl 2-(((benzyloxy)carbonyl)amino)-3-(7-isopropoxythieno[3,2-b]pyridine-2-carboxamido)propanoate